Cl.C1S(C[C@@H]2[C@H]1CNC2)(=O)=O (3aR,6aS)-hexahydro-1H-thieno[3,4-c]pyrrole 2,2-dioxide hydrochloride